((2S)-1-((2-methyl-5-(2-(piperidin-3-yl)ethoxy)benzyl)amino)-1-oxopropan-2-yl)amino-4-oxobutanoic acid CC1=C(CNC([C@H](C)NC(C(=O)O)CC=O)=O)C=C(C=C1)OCCC1CNCCC1